CN1N=C(C(=C1C)O)C1=CC(=CC=C1)SC(C)C 1,5-Dimethyl-3-(3-(isopropylthio)phenyl)-pyrazole-4-ol